C(C)O[Si](C1=CC=C(C=C1)CC(=O)N)(OCC)OCC (4-(triethoxysilyl)phenyl)acetamide